BrC=1C=C2C(=NC=NC2=CC1)NC1=CC(=C(C=C1)OC1=CC=2N(C=C1)C=CN2)C 6-bromo-N-(4-[imidazo[1,2-a]pyridin-7-yloxy]-3-methylphenyl)quinazolin-4-amine